3-(1-methyl-1H-4-pyrazolyl)-6-(6-(1-methyl-1H-4-pyrazolyl)-[1,2,3]triazolo[4,5-b]pyrazin-1-ylmethyl)quinoline CN1N=CC(=C1)C=1C=NC2=CC=C(C=C2C1)CN1N=NC=2C1=NC(=CN2)C=2C=NN(C2)C